OB1NN=C(C2=C1C=NC1=C2C=CN1)C1CC(C1)NS(=O)(=O)CCC N-((1r,3r)-3-(4-hydroxy-4,7-dihydro-3H-pyrrolo[3',2':5,6]pyrido[3,4-d][1,2,3]diazaborinin-1-yl)cyclobutyl)propane-1-sulfonamide